FC=1C(=C2C(=NC(=NN2C1)N[C@H]1[C@@H](CN(CC1)C1COC1)F)OC)C=1C=CC=2N(C1)C(=CN2)C(=O)NC 6-(6-fluoro-2-(((3R,4R)-3-fluoro-1-(oxetan-3-yl)piperidin-4-yl)amino)-4-methoxypyrrolo[2,1-f][1,2,4]triazin-5-yl)-N-methylimidazo[1,2-a]pyridine-3-carboxamide